C(C)(C)(C)C=1C=C(C=C(C1O)C(C)(C)C)CCC(=O)OCC(COC(CCC1=CC(=C(C(=C1)C(C)(C)C)O)C(C)(C)C)=O)(COC(CCC1=CC(=C(C(=C1)C(C)(C)C)O)C(C)(C)C)=O)COC(CCC1=CC(=C(C(=C1)C(C)(C)C)O)C(C)(C)C)=O pentaerythritol tetra[β-(3,5-di-tert-butyl-4-hydroxyphenyl)propionate]